COC1=C(C=C(C=C1)C(C)C=1SC=CN1)[N+](=O)[O-] 2-[1-(4-methoxy-3-nitrophenyl)ethyl]thiazole